3-amino-1-(4-chlorophenyl)propan-1-ol hydrochloride Cl.NCCC(O)C1=CC=C(C=C1)Cl